C(C=C)(=O)OCC(OC(CCC(=O)O)=O)COCCCCCCOCC(OC(CCC(=O)O)=O)COC(C=C)=O 6,17-bis((acryloyloxy)methyl)-4,19-dioxo-5,8,15,18-tetraoxadocosane-1,22-dioic acid